tert-butyl 4-[2-(2,6-dioxopiperidin-3-yl)-1,3-dioxoisoindol-5-yl]oxy-piperidine-1-carboxylate O=C1NC(CCC1N1C(C2=CC=C(C=C2C1=O)OC1CCN(CC1)C(=O)OC(C)(C)C)=O)=O